OCC=1C(=NC=CC1C1=NN(C(C(=C1)NC1=NC=C(C=C1)C(=O)N1CCOCC1)=O)C)N1C(C=2N(C=3CCCCC3C2)CC1)=O 2-[3-(hydroxymethyl)-4-[1-methyl-5-[[5-(morpholine-4-carbonyl)-2-pyridyl]amino]-6-oxo-pyridazin-3-yl]-2-pyridyl]-3,4,6,7,8,9-hexahydropyrazino[1,2-a]indol-1-one